5-(ethylsulfonyl)-N-[4-(1,1,1,3,3,3-hexafluoro-2-hydroxypropan-2-yl)phenyl]-2,3-dihydro-1H-isoindol-1-carboxamid C(C)S(=O)(=O)C=1C=C2CNC(C2=CC1)C(=O)NC1=CC=C(C=C1)C(C(F)(F)F)(C(F)(F)F)O